Methyl 2-((1R,3R)-1-(tert-butyldimethylsilyloxy)-3-(hexylamino)-4-methylpentyl)thiazole-4-carboxylate [Si](C)(C)(C(C)(C)C)O[C@H](C[C@H](C(C)C)NCCCCCC)C=1SC=C(N1)C(=O)OC